N-{(3R)-1-[(4S)-7-(3,5-dimethylisoxazol-4-yl)-4-pyridin-2-yl-4,5-dihydroimidazo[1,5,4-de][1,4]benzoxazin-2-yl]pyrrolidin-3-yl}propanamide CC1=NOC(=C1C1=CC=C2C=3N([C@H](COC31)C3=NC=CC=C3)C(=N2)N2C[C@@H](CC2)NC(CC)=O)C